S(=O)(=O)(O)O.OC1=CC=C(NC)C=C1.OC1=CC=C(NC)C=C1 4-Hydroxy(N-methyl)aniline hemisulfate